5-(benzyloxy)pentan-2-one C(C1=CC=CC=C1)OCCCC(C)=O